2-((2R,3R,4S,5S)-2-(3-benzoyl-2,4-dioxo-3,4-dihydropyrimidin-1(2H)-yl)-4-((tert-butyldimethylsilyl)oxy)-5-formyltetrahydrofuran-3-yl)acetonitrile C(C1=CC=CC=C1)(=O)N1C(N(C=CC1=O)[C@@H]1O[C@@H]([C@H]([C@H]1CC#N)O[Si](C)(C)C(C)(C)C)C=O)=O